(rac)-(2s,4s)-2-(4-(4-(tert-butyl)phenyl)-2-methylpiperidine-1-carbonyl)-7-oxa-5-azaspiro[3.4]octan-6-one C(C)(C)(C)C1=CC=C(C=C1)[C@@H]1C[C@@H](N(CC1)C(=O)C1CC2(C1)NC(OC2)=O)C |r|